O1C(NC2=C1C=CC(=C2)C2(NC(=NC=C2C)NC=2C=C1C=NNC1=CC2)N)=O 4-(benzo[d]oxazol-2(3H)-on-5-yl)-N2-(1H-indazol-5-yl)-5-methylpyrimidine-2,4-diamine